CN1CCN(CC1)C=1N=NC(=CN1)C1=NC=C(C=C1)C=1C=NNC1 2-[3-(4-methylpiperazin-1-yl)-1,2,4-triazin-6-yl]-5-(1H-pyrazol-4-yl)pyridin